CC1(CC=C(CC1)CCC1OCCC(O1)CCC(=O)C1=CC=CC=C1)C (+-)-3-(2-(2-(4,4-dimethylcyclohex-1-en-1-yl)ethyl)-1,3-dioxan-4-yl)-1-phenylpropan-1-one